(S)-N-(3-chloro-4-cyanophenyl)-3-(4-fluoroindolin-1-yl)-2-hydroxy-2-methylpropanamide ClC=1C=C(C=CC1C#N)NC([C@@](CN1CCC2=C(C=CC=C12)F)(C)O)=O